ClC1=C(C=CC(=C1F)F)C1C(=C(NC(=N1)C=1SC=CN1)[C@@H]1CC[C@H](CC1)C=1OC=C(N1)C(=O)OC)C(=O)OC (trans)-methyl 2-(4-(6-(2-chloro-3,4-difluorophenyl)-5-(methoxycarbonyl)-2-(thiazol-2-yl)-3,6-dihydropyrimidin-4-yl)cyclohexyl)oxazole-4-carboxylate